tert-butyl 4-(2-(2-chloro-4-((3-(2,3-difluoro-4-methoxyphenyl)imidazo[1,2-a]pyrazin-8-yl)amino)-N-methylbenzamido)ethyl)piperazine-1-carboxylate ClC1=C(C(=O)N(C)CCN2CCN(CC2)C(=O)OC(C)(C)C)C=CC(=C1)NC=1C=2N(C=CN1)C(=CN2)C2=C(C(=C(C=C2)OC)F)F